N-[2-cyano-3-(2,3-dihydro-1,4-benzodioxin-6-yl)phenyl]-5-(2-hydroxyethyl)-4,5,6,7-tetrahydropyrazolo[1,5-a]pyrazine-2-carboxamide C(#N)C1=C(C=CC=C1C1=CC2=C(OCCO2)C=C1)NC(=O)C1=NN2C(CN(CC2)CCO)=C1